(R)-3-[2-[3-(4-Aminopyrido[3,2-d]pyrimidin-6-yl)-4-methyl-phenyl]ethynyl]-3-hydroxy-1-methyl-pyrrolidin-2-one NC=1C2=C(N=CN1)C=CC(=N2)C=2C=C(C=CC2C)C#C[C@]2(C(N(CC2)C)=O)O